C1(CC1)CC[C@@H]1N(CC(=C1)C1=C(C(=C(C=C1)O)N1S(NC(C1)=O)(=O)=O)F)C(=O)OC(C)OC(C(C)C)=O 1-(isobutyryloxy)ethyl (2S)-2-(2-cyclopropylethyl)-4-(3-(1,1-dioxido-4-oxo-1,2,5-thiadiazolidin-2-yl)-2-fluoro-4-hydroxyphenyl)-2,5-dihydro-1H-pyrrole-1-carboxylate